6-cyano-2-(2-(4-ethyl-3-(4-morpholin-4-yl-piperidin-1-yl)phenyl)propan-2-yl)-1H-indole-3-carboxylic acid C(#N)C1=CC=C2C(=C(NC2=C1)C(C)(C)C1=CC(=C(C=C1)CC)N1CCC(CC1)N1CCOCC1)C(=O)O